F[C@H]1CN(CC[C@H]1NC1=CC=CN2C(=C(C=C12)C#CCNC1=C(C=C(C(=O)NC)C=C1)OC)CC(F)(F)F)C 4-((3-(8-(((3S,4R)-3-fluoro-1-methylpiperidin-4-yl)amino)-3-(2,2,2-trifluoroethyl)indolizin-2-yl)prop-2-yn-1-yl)amino)-3-methoxy-N-methylbenzamide